C1(=CC=CC=C1)C1=C(C(=NN=N1)C1=C2C(=C(C(=C1C1=CC=CC=C1)CCCC)CCCC)N=C1C=CC3=C4C=CC=CC4=NC3=C12)C1=C(C=CC=C1)C=1C(=CC=CC1)C1=CC=CC=C1 (phenyl)(terphenylyl)(dibutylphenylindolocarbazolyl)triazine